NC(COC1=CC(=C2CC(CC2=C1)CN1CCC2(CN(C(O2)=O)C2=NC3=C(OCC(N3)=O)N=C2)CC1)F)(C)C 6-[8-[[6-(2-Amino-2-methylpropoxy)-4-fluoro-2,3-dihydro-1H-inden-2-yl]methyl]-2-oxo-1-oxa-3,8-diazaspiro[4.5]decan-3-yl]-4H-pyrazino[2,3-b][1,4]oxazin-3-one